(S)-6-(3-methoxyphenyl)-3-methyl-2,3,4,5-tetrahydropyridine COC=1C=C(C=CC1)C=1CC[C@@H](CN1)C